ClC1=C(NC(=C1Cl)C)C(=O)NC1=C(C=C(C=C1)C1=NOC(N1)=O)N1CCC(CC1)NC(OC(C)(C)C)=O tert-butyl (1-(2-(3,4-dichloro-5-methyl-1H-pyrrole-2-carboxamido)-5-(5-oxo-4,5-dihydro-1,2,4-oxadiazol-3-yl)phenyl)piperidin-4-yl)carbamate